C(#N)C=1C=NN2C1C(=CC(=C2)C=2C=NN(C2)C)N2CCCCC2 1-(3-cyano-6-(1-methyl-1H-pyrazol-4-yl)pyrazolo[1,5-a]pyridin-4-yl)piperidine